C(C1=CC=CC=C1)OC1=C(C=C2C(=NC=NC2=C1)OC1=CC(=C(C=C1)NC(=O)NC1=CC=CC=C1)Cl)OC 1-(4-((7-(benzyloxy)-6-methoxyquinazolin-4-yl)oxy)-2-chlorophenyl)-3-phenylurea